2-(4-(aminomethyl)piperidin-1-yl)-1H-imidazole-4-carboxamide NCC1CCN(CC1)C=1NC=C(N1)C(=O)N